C(C)(C)(C)OC(=O)N1CCN(CC1)CCN1C(=C(C2=CC=CC(=C12)C=1C(=NN(C1C)C)C)CCCOC1=CC(=C(C(=C1)C)Cl)C)C(=O)OCC ethyl 1-(2-(4-(tert-butoxycarbonyl)piperazin-1-yl)ethyl)-3-(3-(4-chloro-3,5-dimethylphenoxy)propyl)-7-(1,3,5-trimethyl-1H-pyrazol-4-yl)-1H-indole-2-carboxylate